[Cl-].OCC[N+]1=C2C=CC=CC2=NC2=CC=CC=C12 N-(2-hydroxyethyl)phenazinium chloride